racemic-ethylene oxide C1CO1